FC(CO[C@@H]1[C@H](COC1)O)F |r| racemic-(3S,4S)-4-(2,2-difluoroethoxy)tetrahydrofuran-3-ol